3,4-difluoro-N-(6-methylpyridin-2-yl)-5-(2-methylthiazol-5-yl)benzamide FC=1C=C(C(=O)NC2=NC(=CC=C2)C)C=C(C1F)C1=CN=C(S1)C